2-[[4-[6-[(4-cyano-2-fluoro-phenyl)methoxy]-2-pyridinyl]-2-fluoro-phenyl]methyl]-3-(2,4-dihydroxybutyl)-7-fluoro-benzimidazole-5-carboxylic acid ethyl ester C(C)OC(=O)C1=CC2=C(N=C(N2CC(CCO)O)CC2=C(C=C(C=C2)C2=NC(=CC=C2)OCC2=C(C=C(C=C2)C#N)F)F)C(=C1)F